tert-butyl (R)-4-(4-((1-(2-fluoro-3-(trifluoromethyl)phenyl)-ethyl)amino)-2-methyl-7-oxo-7,8-dihydropyrido[2,3-d]pyrimidin-6-yl)piperazine-1-carboxylate FC1=C(C=CC=C1C(F)(F)F)[C@@H](C)NC=1C2=C(N=C(N1)C)NC(C(=C2)N2CCN(CC2)C(=O)OC(C)(C)C)=O